C(C)(C)(C)C=1C=C(C=C(C1O)C(C)(C)C)C(C(=O)OCCCCCC(C)C)C isooctyl (3,5-ditert-butyl-4-hydroxyphenyl)propionate